ClC1=C(C=CC(=C1)OCC)C1=C(C2=C(CCC1)C=C(C=C2)O)C2=CC=C(C=C2)O[C@@H]2CN(CC2)CCCF 6-(2-chloro-4-ethoxy-phenyl)-5-[4-[(3S)-1-(3-fluoropropyl)pyrrolidin-3-yl]oxyphenyl]-8,9-dihydro-7H-benzo[7]annulen-2-ol